NC(C(=O)[O-])C1=CC(=CC(=C1)OC(F)(F)F)Cl.[Li+] lithium 2-amino-2-(3-chloro-5-(trifluoromethoxy)phenyl)acetate